tert-butyl (2-(bis(2-hydroxyethyl)amino)-2-oxoethyl)carbamate OCCN(C(CNC(OC(C)(C)C)=O)=O)CCO